C(C)(C)(C)N=NC(C)(C)C#N 2-(t-butyl-azo)-2-cyanopropan